N[C@@H](CCC(=O)OC(C)=O)C(=O)OC1=CC=CC=C1 phenyl acetyl glutamate